FC=1C(=NC(=NC1)NC1=C(C=C(C=C1)N1CCN(CC1)C)F)C=1C=NN(C1)C(C)C fluoro-N-(2-fluoro-4-(4-methylpiperazin-1-yl)phenyl)-4-(1-isopropyl-1H-pyrazol-4-yl)pyrimidin-2-amine